CC1=NOC(=C1C1=CC(=C(C=C1)N[C@H]1C[C@@H](CC1)O)[N+](=O)[O-])C (1R,3R)-3-((4-(3,5-dimethylisoxazol-4-yl)-2-nitrophenyl)amino)cyclopentanol